1-Methyl-6-(4-methylpyridin-3-yl)-1,3-dihydro-2H-benzo[d]imidazol-2-one CN1C(NC2=C1C=C(C=C2)C=2C=NC=CC2C)=O